(6aS,10S,10aS)-7-(hydroxymethyl)-3-fluoro-5-toluenesulfonyl-5,6,6a,9,10,10a-hexahydrophenanthridine-10-carboxylic acid ethyl ester C(C)OC(=O)[C@H]1CC=C([C@H]2CN(C=3C=C(C=CC3[C@H]12)F)S(=O)(=O)CC1=CC=CC=C1)CO